FC1(C=CC(C1(F)F)(F)F)F 3,3,4,4,5,5-hexafluoro-cyclopentene